S1C(=CC=C1)C(C)(C#C)O 2-(thiophen-2-yl)but-3-yn-2-ol